C(CCCCCCCCC\C=C/CCCCCCCC)(=O)O.C(C=C)(=O)OCCC[Si](Cl)(Cl)Cl (3-(acryloyloxy)propyl)trichlorosilane gondoate